4-amino-N-(5,6-dimethoxypyrimidin-4-yl)benzenesulfonamide NC1=CC=C(C=C1)S(=O)(=O)NC1=NC=NC(=C1OC)OC